CS(=O)(=O)OCCC1CCOC2=CC=CC=C12 2-(Chroman-4-yl)ethyl methanesulfonate